N1CC(C1)C1=CC=C(C=C1)N1C=NC(=C1)C1CC1 1-[4-(azetidin-3-yl)phenyl]-4-cyclopropyl-imidazole